(2S)-2-(4-bromo-2-(4-butoxy-4,5-dihydroisoxazol-3-yl)phenoxy)propanoate BrC1=CC(=C(O[C@H](C(=O)[O-])C)C=C1)C1=NOCC1OCCCC